ClC=1C(=NC(=NC1)N[C@H]1CN(CC1)C(=O)C1=CC=C(C=N1)N(C(OC(C)(C)C)=O)C)OC (R)-tert-butyl (6-(3-((5-chloro-4-methoxypyrimidin-2-yl)amino)pyrrolidine-1-carbonyl)pyridin-3-yl)(methyl)carbamate